(8-(4,4,5,5-tetramethyl-1,3,2-dioxaborolan-2-yl)indolizin-3-yl)(3,4,5-trifluorophenyl)methanone CC1(OB(OC1(C)C)C1=CC=CN2C(=CC=C12)C(=O)C1=CC(=C(C(=C1)F)F)F)C